7-(4-Fluorobenzoyl)-8-methyl-3-(3-methyl-1,2,4-thiadiazol-5-yl)-5,6,7,8-tetrahydroImidazo[1,5-a]pyrazine-1-sulfonyl chloride FC1=CC=C(C(=O)N2C(C=3N(CC2)C(=NC3S(=O)(=O)Cl)C3=NC(=NS3)C)C)C=C1